[Br-].C(C)(C)(C)OC(C[Zn+])=O (2-(tert-butoxy)-2-oxoethyl)zinc bromide